C(CCCCCCCC)(=O)OC1COCC1 tetrahydrofuran-3-yl nonanoate